(S)-N-(4-amino-6-methyl-5-(quinolin-3-yl)-8,9-dihydropyrimido[5,4-b]Indolizin-8-yl-9,9-d2)Acrylamide NC1=NC=NC2=C1C(=C1C(=C[C@@H](C(N21)([2H])[2H])NC(C=C)=O)C)C=2C=NC1=CC=CC=C1C2